ClC=1C=C(C=C2C(=C(C=NC12)C#N)NCC(C)(C)C)N[C@H](C=1N=NN(C1)C1(CC1)C(F)(F)F)C1=CSC2=CN=CC=C21 (S)-8-chloro-4-(neopentylamino)-6-((thieno[2,3-c]pyridin-3-yl(1-(1-(trifluoromethyl)cyclopropyl)-1H-1,2,3-triazol-4-yl)methyl)amino)quinoline-3-carbonitrile